dioctyltin diisooctyl-maleate C(CCCCC(C)C)/C(=C(/C(=O)[O-])\CCCCCC(C)C)/C(=O)[O-].C(CCCCCCC)[Sn+2]CCCCCCCC